methyl 2-(3-{6-[3-(2-hydroxyphenyl)cinnolin-7-yl]-2,6-diazaspiro[3.3]heptan-2-yl}-1,2-oxazol-5-yl)-3-methylbutanoate OC1=C(C=CC=C1)C=1N=NC2=CC(=CC=C2C1)N1CC2(CN(C2)C2=NOC(=C2)C(C(=O)OC)C(C)C)C1